(R)-4-(1-(4-(3,3-difluoropyrrolidine-1-yl)-2-fluorophenyl)-3-(3-(methylamino)piperidine-1-carbonyl)-1H-pyrazole-5-yl)-2-fluorobenzonitrile FC1(CN(CC1)C1=CC(=C(C=C1)N1N=C(C=C1C1=CC(=C(C#N)C=C1)F)C(=O)N1C[C@@H](CCC1)NC)F)F